ClC1=CC(=C(C=C1)NC(CC1CN(C1)C1=CC(=C(C=2CCOC21)C2C(NC(CC2)=O)=O)F)=O)F N-(4-chloro-2-fluorophenyl)-2-(1-(4-(2,6-dioxopiperidin-3-yl)-5-fluoro-2,3-dihydrobenzofuran-7-yl)azetidin-3-yl)acetamide